C(CC(O)(C(=O)[O-])CC(=O)[O-])(=O)[O-].[Pb+2].C(CC(O)(C(=O)[O-])CC(=O)[O-])(=O)[O-].[Pb+2].[Pb+2] lead citrate